Racemic-1-(1-(1-(((2H-1,2,3-triazol-4-yl)methyl)amino)isoquinolin-4-yl)ethyl)-3-(3-chloro-4-fluorophenyl)-1-methylurea N=1NN=C(C1)CNC1=NC=C(C2=CC=CC=C12)[C@@H](C)N(C(=O)NC1=CC(=C(C=C1)F)Cl)C |r|